N1C(=NC2=C1C=CC=C2)C2=CC(=NN2)NC(=O)C=2C=NC(=CC2)N2C[C@@H](CC2)O N-[5-(1H-benzimidazol-2-yl)-1H-pyrazol-3-yl]-6-[(3R)-3-hydroxypyrrolidin-1-yl]pyridine-3-carboxamide